FC1(CCN(CC1)C(=O)C1=CC2=C(N(CCN2C2=CC=CC=C2)C2=CC=3N(C=C2)C(N(N3)C)=O)N=C1)F 7-(7-(4,4-Difluoropiperidine-1-carbonyl)-1-phenyl-2,3-dihydropyrido[2,3-b]pyrazin-4(1H)-yl)-2-methyl-[1,2,4]triazolo[4,3-a]pyridin-3(2H)-one